ClC=1C=C(C=CC1COC1CC1)C1=CC(=NC=N1)C(=O)O 6-(3-chloro-4-(cyclopropyloxymethyl)phenyl)pyrimidine-4-carboxylic acid